NC=1C(=NC(=CN1)C1=CC=C(C=C1)CCCNCCCOC)C(=O)NC=1C=NC=CC1 3-amino-6-(4-(3-((3-methoxypropyl)amino)propyl)phenyl)-N-(pyridin-3-yl)pyrazine-2-carboxamide